6-chloro-4-methoxy-1H-indole-2-carboxylic acid ClC1=CC(=C2C=C(NC2=C1)C(=O)O)OC